C(#N)N1C[C@@H](C[C@H]1COC)NC(=O)C=1OC(=NN1)C1=CC(=CC=C1)C(F)(F)F N-((3R,5S)-1-cyano-5-(methoxymethyl)pyrrolidin-3-yl)-5-(3-(trifluoromethyl)-phenyl)-1,3,4-oxadiazole-2-carboxamide